[N+](=O)([O-])C1=CC=C(OC(=O)CC2=CC=C(C=C2)OC(CCC)=O)C=C1 [4-[(4-nitrophenoxy)carbonylmethyl]phenyl]butyrate